The molecule is an omega-hydroxy fatty acid that is undecanoic acid in which one of the hydrogens of the terminal methyl group is replaced by a hydroxy group. It is an omega-hydroxy fatty acid, a medium-chain fatty acid and a straight-chain fatty acid. It derives from an undecanoic acid. C(CCCCCO)CCCCC(=O)O